N[C@H]([C@@H](C=1OC=CC1)N[S@](=O)C(C)(C)C)C1=CC=C(C=C1)Cl (R)-N-((1S,2S)-2-amino-2-(4-chlorophenyl)-1-(furan-2-yl)ethyl)-2-methylpropane-2-sulfinamide